C(C)N1C(CCC12CCC(CC2)NC(=O)[C@@H]2CCN(C1(CC1)C2)C(=O)C2=NNC(=C2)C2=CC(=NC=C2F)OC)=O (R)-N-((5R,8r)-1-ethyl-2-oxo-1-azaspiro[4.5]decan-8-yl)-4-(5-(5-fluoro-2-methoxypyridin-4-yl)-1H-pyrazole-3-carbonyl)-4-azaspiro[2.5]octane-7-carboxamide